(1R,3S,5R)-2-(2-(4-amino-6-(furan-2-yl)-9H-pyrimido[4,5-b]indol-9-yl)acetyl)-N-(6-bromopyridin-2-yl)-5-methyl-2-azabicyclo[3.1.0]hexane-3-carboxamide NC1=NC=NC=2N(C3=CC=C(C=C3C21)C=2OC=CC2)CC(=O)N2[C@@H]1C[C@@]1(C[C@H]2C(=O)NC2=NC(=CC=C2)Br)C